Cl.NCCC1=CC=C(C#N)C=C1 4-(2-aminoethyl)benzonitrile hydrochloride